N-(3-(4-bromophenyl)prop-2-yn-1-yl)aniline BrC1=CC=C(C=C1)C#CCNC1=CC=CC=C1